5-(1-(1-(1-methylazetidin-3-yl)ethyl)-1,4,5,6-tetrahydropyrrolo[3,4-d]imidazol-2-yl)-1H-indazole CN1CC(C1)C(C)N1C(=NC2=C1CNC2)C=2C=C1C=NNC1=CC2